(1R,3S)-3-(3-{[(4-meth-oxyphenyl)acetyl]amino}-1H-pyrazol-5-yl)cyclopentyl [(2ξ)-2-(hydroxy-methyl)butyl]carbamate OCC(CNC(O[C@H]1C[C@H](CC1)C1=CC(=NN1)NC(CC1=CC=C(C=C1)OC)=O)=O)CC